N-(4-cyano-2-fluoro-phenyl)-5-(2,4-dimethylphenyl)-1H-pyrrole-3-sulfonamide C(#N)C1=CC(=C(C=C1)NS(=O)(=O)C1=CNC(=C1)C1=C(C=C(C=C1)C)C)F